N-cyclopentyl-5-((1S,2S)-2-(tetrahydro-2H-pyran-4-ylamino)-cyclopropyl)thiophene-3-carboxamide C1(CCCC1)NC(=O)C1=CSC(=C1)[C@@H]1[C@H](C1)NC1CCOCC1